3-((2S)-2-hydroxy-3-(8-(4-(trifluoromethyl)phenylsulfonyl)-1-oxa-8-azaspiro[4.5]decan-3-ylamino)propoxy)-N-methylbenzenesulfonamide O[C@H](COC=1C=C(C=CC1)S(=O)(=O)NC)CNC1COC2(C1)CCN(CC2)S(=O)(=O)C2=CC=C(C=C2)C(F)(F)F